The molecule is a L-glutamyl ester that is the alpha-methyl ester derivative of L-glutamic acid. It is a dicarboxylic acid monoester, a methyl ester and a L-glutamyl ester. COC(=O)[C@H](CCC(=O)O)N